The molecule is a diterpene lactone isolated from the whole plants of Ajuga ciliata. It has a role as a plant metabolite. It is a butenolide, an acetate ester, a diterpene lactone and a spiro-epoxide. C[C@@H]1C[C@@H]([C@@]2([C@@H]([C@@]1(C)C[C@@H](C3=CC(=O)OC3)O)CCC[C@]24CO4)COC(=O)C)OC(=O)C